2,6-dimethyl-4-methoxy-benzenesulfonamide CC1=C(C(=CC(=C1)OC)C)S(=O)(=O)N